N-(methylsulfonyl)-7-morpholino-5-(3-(m-tolyl)-1H-pyrazol-1-yl)pyrazolo[1,5-a]pyrimidine-2-carboxamide CS(=O)(=O)NC(=O)C1=NN2C(N=C(C=C2N2CCOCC2)N2N=C(C=C2)C=2C=C(C=CC2)C)=C1